N-(6-Methyl-5-(7-(methylamino)-1,6-naphthyridin-3-yl)pyridin-3-yl)-2-(trifluoromethyl)isonicotinamide CC1=C(C=C(C=N1)NC(C1=CC(=NC=C1)C(F)(F)F)=O)C=1C=NC2=CC(=NC=C2C1)NC